[(4-methylpiperazine-1-yl)methyldiethoxysilyl]styrene CN1CCN(CC1)C[Si](OCC)(OCC)C=CC1=CC=CC=C1